(R)-2-chloro-N-(6-(cyclopropyl(methyl)carbamoyl)-5-(difluoromethyl)pyridin-3-yl)-8-methyl-8-(trifluoromethyl)-7,8-dihydro-6H-pyrazolo[1,5-a]pyrrolo[2,3-e]pyrimidine-6-carboxamide ClC1=NN2C(N=CC3=C2[C@@](CN3C(=O)NC=3C=NC(=C(C3)C(F)F)C(N(C)C3CC3)=O)(C(F)(F)F)C)=C1